O=C1NC(CCC1N1CC2=CC=C(C=C2C1=O)N1CCC(CC1)C=O)=O 1-(2-(2,6-dioxopiperidin-3-yl)-3-oxoisoindolin-5-yl)piperidine-4-carboxaldehyde